NC=1C(=NC(=CC1)C1=CC(=CC(=C1)C(F)(F)F)C(F)(F)F)C(=O)O 3-amino-6-(3,5-bis(trifluoromethyl)phenyl)picolinic acid